(S)-4-{[(3,5-dichloro-phenyl)-ethyl-amino]-methyl}-4,5-dihydro-oxazol-2-ylamine ClC=1C=C(C=C(C1)Cl)N(CC)C[C@@H]1N=C(OC1)N